1-(3-((tert-butyldiphenylsilyl)oxy)propyl)-4-(trifluoromethyl)pyrrolidin-3-amine [Si](C1=CC=CC=C1)(C1=CC=CC=C1)(C(C)(C)C)OCCCN1CC(C(C1)C(F)(F)F)N